aminoimidazo[2,1-f][1,2,4]triazin NC1=NN2C(C=N1)=NC=C2